N-tert-butyl-4-(tert-butylimino)-2-penten-2-amine C(C)(C)(C)NC(C)=CC(C)=NC(C)(C)C